3-Z-[1-(4-(morpholin-4-yl)-anilino)-1-phenyl-methylene]-6-carbamoyl-2-indolinone N1(CCOCC1)C1=CC=C(N\C(\C2=CC=CC=C2)=C\2/C(NC3=CC(=CC=C23)C(N)=O)=O)C=C1